OC1=CC=C(N=N1)C1CCN(CC1)C(=O)OC(C)(C)C tert-butyl 4-(6-hydroxypyridazin-3-yl)piperidine-1-carboxylate